1h,3h-furo[3,4-f][2]benzofuran C1OCC2=CC=3C(=COC3)C=C21